ClC=1C=C(CC2=C(C(=O)N)C=CC(=N2)C2=C(C(=CC(=C2)C(=O)NC2CC2)F)C)C=CC1F (3-chloro-4-fluorobenzyl)-6-{5-[(cyclopropylamino)carbonyl]-3-fluoro-2-methylphenyl}nicotinamide